N-(3,4-dichloro-2-fluoro-phenyl)-6-(3-methoxypyrrolidin-3-yl)quinazolin-4-amine ClC=1C(=C(C=CC1Cl)NC1=NC=NC2=CC=C(C=C12)C1(CNCC1)OC)F